NC1=NC=2C=C(C(=CC2C2=C1C=NN2C)C(=O)N2N(CC(C2)(F)F)C2=NC=CC=C2F)C (4-amino-1,7-dimethyl-1H-pyrazolo[4,3-c]quinolin-8-yl)(4,4-difluoro-2-(3-fluoropyridin-2-yl)pyrazol-1-yl)methanone